7-((R)-3-((5-chloro-4-(1H-indol-3-yl)pyrimidin-2-yl)amino)piperidin-1-yl)heptan ClC=1C(=NC(=NC1)N[C@H]1CN(CCC1)CCCCCCC)C1=CNC2=CC=CC=C12